silylium [SiH3+]